1-(8-Chloro-2-carbonyl-1,2-dihydrobenzo[cd]indol-6-yl)-5-(trifluoromethyl)-N-(2-(trifluoromethyl)pyridin-4-yl)-1H-pyrazole-4-carboxamide ClC=1C=C(C=2C3=C(C(NC13)=C=O)C=CC2)N2N=CC(=C2C(F)(F)F)C(=O)NC2=CC(=NC=C2)C(F)(F)F